Cl.N1=C(N=CC=C1)C1(CC1)N 1-(pyrimidin-2-yl)cyclopropan-1-amine hydrochloride